ClC1=C2C(=NC(=C1)C)NC(=C2)C(=O)NC2C1(CCC(C2)C1(C)C)C 4-chloro-6-methyl-N-(1,7,7-trimethylnorbornan-2-yl)-1H-pyrrolo[2,3-b]pyridine-2-carboxamide